(4-(4-(4-(Ethylcarbamoyl)-6-(1-(4-phosphonophenyl)-1H-1,2,3-triazol-4-yl)pyridin-2-yl)-1H-1,2,3-triazol-1-yl)phenyl)phosphonic acid C(C)NC(=O)C1=CC(=NC(=C1)C=1N=NN(C1)C1=CC=C(C=C1)P(=O)(O)O)C=1N=NN(C1)C1=CC=C(C=C1)P(O)(O)=O